Meta-Cresol C1=C(C=CC=C1O)C